2-(4-bromo-1H-pyrazol-1-yl)-N,N-dimethylacetamide BrC=1C=NN(C1)CC(=O)N(C)C